1-(2-((2S,4R)-2-(2'-chloro-2-fluorobiphenyl-3-ylcarbamoyl)-4-fluoropyrrolidin-1-yl)-2-oxoethyl)-5-(6-fluoropyridin-3-yl)-1H-indazole-3-carboxamide ClC1=C(C=CC=C1)C1=C(C(=CC=C1)NC(=O)[C@H]1N(C[C@@H](C1)F)C(CN1N=C(C2=CC(=CC=C12)C=1C=NC(=CC1)F)C(=O)N)=O)F